C(C)OC(=O)C=1N=NN(C1)CC1SC2=CN(CCC2=N1)C(=O)OC(C)(C)C tert-Butyl 2-((4-(ethoxycarbonyl)-1H-1,2,3-triazol-1-yl)methyl)-6,7-dihydrothiazolo[5,4-c]pyridine-5-carboxylate